C(O)C(C(=O)O)(CCC)CO 2,2-dimethylolvaleric acid